O1C(CCCC1)CCC(=O)OC(C)(C)C Tert-Butyl 3-(tetrahydro-2H-pyran-2-yl)propanoate